3-(1H-imidazol-1-yl)-N-(6-oxaspiro[3.4]octan-2-yl)benzamide N1(C=NC=C1)C=1C=C(C(=O)NC2CC3(C2)COCC3)C=CC1